NC[C@]1(C[C@H](N(C1)C(CNC(CCCOC1=CC=CC=C1)=O)=O)C(=O)NCC1=CC(=CS1)C(=N)NC(OC(C)(C)C)=O)F tert-butyl ((5-(((2S,4S)-4-(aminomethyl)-4-fluoro-1-((4-phenoxybutanoyl)-glycyl)pyrrolidine-2-carboxamido)methyl)thiophen-3-yl)(imino)methyl)carbamate